3-(4'-methylbiphenyl-3-yl)propanoat CC1=CC=C(C=C1)C1=CC(=CC=C1)CCC(=O)[O-]